C(N)(OC1=C(C=C(C=C1)C1=CN(C=2N=CN=C(C21)N)C)C(C)(C)C)=O (tert-butyl 4-(4-amino-7-methyl-7H-pyrrolo[2,3-d]pyrimidin-5-yl) phenyl) carbamate